4-amino-1-(4-trifluoromethylphenyl)-1H-indazole NC1=C2C=NN(C2=CC=C1)C1=CC=C(C=C1)C(F)(F)F